C(C)(=O)NC=1C=C(OC2=CC=[N+](C3=CC=C(C=C23)Br)[O-])C=C(C1)OC 4-(3-acetamido-5-methoxyphenoxy)-6-bromoquinoline 1-oxide